5-chloro-1,3-dimethyl-1H-pyrazole-4-formaldehyde ClC1=C(C(=NN1C)C)C=O